C(C)(C)(C)NNC(=O)C=1C(=CC2=C(N(C([C@H](CS2)NC(OC(C)(C)C)=O)=O)CC2=CC=C(C=C2)Cl)C1)F tert-butyl N-[(3R)-7-[(tert-butylamino)carbamoyl]-5-[(4-chlorophenyl)methyl]-8-fluoro-4-oxo-2,3-dihydro-1,5-benzothiazepin-3-yl]carbamate